difluoroamyl alcohol phosphite P(O)(O)OCCCCC(F)F